(3-bromo-1-methyl-5-oxo-1,2,4-triazol-4-yl)methyl 2,2-dimethylpropanoate CC(C(=O)OCN1C(=NN(C1=O)C)Br)(C)C